(2-(Dibenzylamino)-2-oxoethyl)zinc C(C1=CC=CC=C1)N(C(C[Zn])=O)CC1=CC=CC=C1